O.Br.C(CC)(=O)O propanoic acid hydrobromide hydrate